ClC1=C(C=CC(=C1)F)C1=CNC(C2=CC(=CC=C12)O[C@@H](C(=O)N1CCS(CC1)(=O)=O)C)=O (R)-4-(2-chloro-4-fluorophenyl)-7-((1-(1,1-dioxidothiomorpholino)-1-oxopropan-2-yl)oxy)isoquinolin-1(2H)-one